7-bromo-2H-isoquinolin-1-one BrC1=CC=C2C=CNC(C2=C1)=O